(3R,4R)-1-(tert-Butoxycarbonyl)-4-(1,3-thiazol-2-yl)pyrrolidine-3-carboxylic acid C(C)(C)(C)OC(=O)N1C[C@@H]([C@H](C1)C=1SC=CN1)C(=O)O